C(C1=CC=CC=C1)(=O)OC(C=1N(C=2CC(CC(C2C1)=O)(C)C)C1=CC=CC=C1)C1=CC=C(C=C1)Br (4-bromophenyl)(6,6-dimethyl-4-oxo-1-phenyl-4,5,6,7-tetrahydro-1H-indol-2-yl)methyl benzoate